C(=O)O.ClC1=C(C(=CC=C1)Cl)N1CC(C1)C=1C=CC(=NC1)CN1CCC(CC1)C(=O)O 1-((5-(1-(2,6-dichlorophenyl)azetidin-3-yl)pyridin-2-yl)methyl)piperidine-4-carboxylic acid, formic acid salt